CO[Si](CCSSSSCC[Si](OC)(OC)OC)(OC)OC Bis[2-(trimethoxysilyl)ethyl]-tetrasulfan